CC(C(=O)O)CC(CC(CCCC(=O)O)C)C 2,4,6-Trimethyl-sebacic acid